[Si](C)(C)(C(C)(C)C)O[C@@H]1[C@H](N(CC1)C(=O)OC(C)(C)C)C(NC1=C(C=C(C(=C1)Cl)F)F)=O tert-butyl (2S,3S)-3-[tert-butyl(dimethyl)silyl]oxy-2-[(5-chloro-2,4-difluoro-phenyl)carbamoyl]pyrrolidine-1-carboxylate